2-{[(1S)-1-(6-chloro-2-oxo-quinolin-3-yl)ethyl]amino}-8-(2,2-dimethylpropyl)pyrido[2,3-d]pyrimidin-7(8H)-one ClC=1C=C2C=C(C(NC2=CC1)=O)[C@H](C)NC=1N=CC2=C(N1)N(C(C=C2)=O)CC(C)(C)C